CC=1C=C2CCN(C2=CC1NC(C(C)N1C=C(C2=CC(=CC=C12)S(=O)(=O)N1CCCCC1)C)=O)CCNC(OC(C)(C)C)=O tert-butyl N-[2-[5-methyl-6-[2-[3-methyl-5-(1-piperidylsulfonyl)indol-1-yl]propanoylamino]indolin-1-yl]ethyl]carbamate